3-(azetidin-1-yl)-4-((N,N-dimethylsulfamoyl)carbamoyl)benzoic acid N1(CCC1)C=1C=C(C(=O)O)C=CC1C(NS(N(C)C)(=O)=O)=O